ClC=1C=C(C=CC1)CCNCC1=CC=C(C=C1)NC(C)=O N-[4-({[2-(3-Chlorophenyl)ethyl]amino}methyl)phenyl]acetamid